2-(5-fluoro-2-pyridinyl)-6,6-dimethyl-3-(1H-pyrazolo[4,3-b]pyridin-7-yl)-5,7-dihydropyrazolo[5,1-b][1,3]oxazine FC=1C=CC(=NC1)C1=NN2C(OCC(C2)(C)C)=C1C1=C2C(=NC=C1)C=NN2